O[C@H]1COCC[C@@H]1NC(=O)C1=CC(=C2C(=N1)C=CO2)CC2=CC=C(C=C2)C=2N=NN(C2)C N-((3R,4S)-3-hydroxytetrahydro-2H-pyran-4-yl)-7-(4-(1-methyl-1H-1,2,3-triazol-4-yl)benzyl)furo[3,2-b]pyridine-5-carboxamide